Isohexadecane CCCCCCCCCCCCCC(C)C